BrCCS(=O)(=O)[O-].[Na+] Sodium 2-bromoethanesulfonate